CNCC1=C(CN(C(=O)N2CCOCC2)CC(NC=2C=C3CC4(C(NC5=NC=CC=C54)=O)CC3=CC2)=O)C=CC=C1 N-(2-((Methylamino)methyl)benzyl)-N-(2-oxo-2-((2'-oxo-1,1',2',3-tetrahydrospiro[indene-2,3'-pyrrolo[2,3-b]pyridin]-5-yl)amino)ethyl)morpholine-4-carboxamide